[F-].[F-].COC=1C=C(C=CC1O)C=CC(CC(C=CC=CC1=CC=C(C=C1)N(C)C)=O)=O.[B+2] boron 1-(3-methoxy-4-hydroxyphenyl)-9-(4-dimethylaminophenyl)nonane-1,6,8-triene-3,5-dione difluoride